C(C)OC(NSCNC1=C(C=CC=C1)C)=O N-(o-tolylaminomethylthio)carbamic acid ethyl ester